(E)-N-(4-((2',4'-difluoro-4-methoxy-[1,1'-biphenyl]-3-yl)amino)-7-methoxyquinazolin-6-yl)-4-morpholinobut-2-enamide FC1=C(C=CC(=C1)F)C1=CC(=C(C=C1)OC)NC1=NC=NC2=CC(=C(C=C12)NC(\C=C\CN1CCOCC1)=O)OC